IC1=C(C=C(C=C1)[N+](=O)[O-])C(=O)C1=CN(C2=CC=CC=C12)CC1N(CCCC1)C (2-iodo-5-nitrophenyl)-(1-(1-methylpiperidin-2-ylmethyl)-1H-indol-3-yl)methanone